[N+](=O)([O-])C1=C(SC=C1)N1C=NC=C1 1-(3-nitrothiophen-2-yl)-1H-imidazole